C1CC1CCC(C2=CC(=C(C=C2)F)NC(=O)C3=CC(=NN3C4=CC=CC(=C4)CN)C(F)(F)F)(C5=CN=CC=C5)O (+)-1-(3-(aminomethyl)phenyl)-N-(5-(3-cyclopropyl-1-hydroxy-1-(pyridin-3-yl)propyl)-2-fluorophenyl)-3-(trifluoromethyl)-1H-pyrazole-5-carboxamide